6-[4-[acetyl(cyclopropylmethyl)amino]-3-chloro-phenyl]-N-[3-(1-methylpyrazol-4-yl)propyl]pyridine-3-carboxamide C(C)(=O)N(C1=C(C=C(C=C1)C1=CC=C(C=N1)C(=O)NCCCC=1C=NN(C1)C)Cl)CC1CC1